Water Oxygen [O].O